4-[[5-(allylamino)-4-methyl-3-pyridinyl]methyl]-3-fluoro-pyridin-2-amine C(C=C)NC=1C(=C(C=NC1)CC1=C(C(=NC=C1)N)F)C